N1=CC(=CC2=CC=CC=C12)C1=NC(=NC=C1)N1CCN(CC1)C(=O)OC(C)(C)C tert-butyl 4-(4-(quinolin-3-yl) pyrimidin-2-yl)-piperazine-1-carboxylate